4H-cyclopenta[d]thiazole S1C=NC2=C1C=CC2